2-benzoyl-quinazoline-4(3H)-one C(C1=CC=CC=C1)(=O)C1=NC2=CC=CC=C2C(N1)=O